N1(CCCCC1)C(=O)C1CCN(CC1)C1=CC=C(C=C1)C=1C=NN(C1)C1OCCCC1 Piperidine-1-yl(1-(4-(1-(tetrahydro-2H-pyran-2-yl)-1H-pyrazol-4-yl)phenyl)piperidin-4-yl)methanone